2-ISOCYANO-4-(METHYLSELENO)BUTYRIC ACID METHYL ESTER COC(C(CC[Se]C)[N+]#[C-])=O